ClC=1C=C(CNC2=NC(=NC=C2C(=O)NCC2=NC=CC=N2)N2C(CCC2)CO)C=CC1OC 4-[(3-chloro-4-methoxybenzyl)amino]-2-[2-(hydroxymethyl)-1-pyrrolidinyl]-N-(2-pyrimidinylmethyl)-5-pyrimidinecarboxamide